(E)-camphenealdehyde C12(C(C)(C)C(=C)C(CC1)C2)C=O